P(O)(=O)(OP(=O)(O)OP(=O)(O)O)OC[C@@H]1[C@H]([C@H]([C@@](O1)(C1=CNC(=O)NC1=O)C)O)O methyl-pseudouridine triphosphate